COC1=C(CNC=2C=3N(C4=C(N2)C=NC(=C4)C(=O)OC)C=NC3)C=CC(=C1)OC methyl 4-((2,4-dimethoxybenzyl)amino)imidazo[1,5-a]pyrido[3,4-e]pyrazine-8-carboxylate